3'-nitro-2'-hydroxy-[1,1'-biphenyl]-3-carboxylic acid [N+](=O)([O-])C=1C(=C(C=CC1)C1=CC(=CC=C1)C(=O)O)O